1-(2,6-Dimethyl-1H-1,3-benzodiazol-7-yl)methylamine CC1=NC2=C(N1)C(=C(C=C2)C)CN